C1(CC1)C=1N=C2N(C=C(N=C2)C2=CC(=CC=C2)S(F)(F)(F)(F)F)C1C=1C(=C2C=NNC2=CC1)F 2-cyclopropyl-3-(4-fluoro-1H-indazol-5-yl)-6-(3-(pentafluoro-λ6-sulfanyl)phenyl)imidazo[1,2-a]pyrazine